COC(=O)[C@H]1OC2(O[C@@H]1C1=C(C=CC=C1)[N+](=O)[O-])CCCCC2 (2S,3R)-methyl-3-(2-nitrophenyl)-1,4-dioxaspiro[4.5]decan-2-carboxylate